1-(9Z,12Z-octadecadienoyl)-2-tetracosanoyl-sn-glycero-3-phosphocholine CCCCCCCCCCCCCCCCCCCCCCCC(=O)O[C@H](COC(=O)CCCCCCC/C=C\C/C=C\CCCCC)COP(=O)([O-])OCC[N+](C)(C)C